N-(2-ethoxyethyl)-7-methoxy-6-[3-(pyrrolidin-1-yl)propoxy]-1H,2H,3H-cyclopenta[b]quinolin-9-amine C(C)OCCNC1=C2C(=NC=3C=C(C(=CC13)OC)OCCCN1CCCC1)CCC2